C(C)(C)(C1=CC=CC=C1)C1=CC(=C(C=C1)OC#N)C=CC 4-Cumyl-2-(propenyl)cyanatobenzol